ClCC(=O)NC1=NC=CC(=C1)C=1SC(=C(N1)OCC1CC1)C(=O)NC 2-(2-(2-chloroacetamido)pyridine-4-yl)-4-(cyclopropylmethoxy)-N-methylthiazole-5-formamide